(2s,4s)-2-(4-Methyl-4-(p-tolyl)piperidine-1-carbonyl)-7-oxa-5-azaspiro[3.4]octan CC1(CCN(CC1)C(=O)C1CC2(C1)NCOC2)C2=CC=C(C=C2)C